pentyl icosanoate C(CCCCCCCCCCCCCCCCCCC)(=O)OCCCCC